3-(3-(4-(Chloromethyl)phenyl)-5-(2-chlorophenyl)-3H-imidazo[4,5-b]pyridin-2-yl)pyridin-2-amine ClCC1=CC=C(C=C1)N1C(=NC=2C1=NC(=CC2)C2=C(C=CC=C2)Cl)C=2C(=NC=CC2)N